Cl.CC=1N=C(C2=C(N1)CNC2)N[C@H](C)C2=CC(=CC(=C2)C(F)(F)F)[N+](=O)[O-] 2-methyl-N-[(1R)-1-[3-nitro-5-(trifluoromethyl)phenyl]ethyl]-5H,6H,7H-pyrrolo[3,4-d]pyrimidin-4-amine HCl salt